C1(CC1)C=1N=C2N(C=C(C(=C2)OC(C)C)C(=O)NC2=NC(=CC=C2)OCC(F)F)C1 2-Cyclopropyl-N-(6-(2,2-difluoroethoxy)pyridin-2-yl)-7-isopropoxyimidazo[1,2-a]pyridine-6-carboxamide